C(C)OC(=O)C1(CC(=NO1)C1=C(C=C(C(=C1)C=1C=NC(=CC1)C)F)Cl)C 3-[2-chloro-4-fluoro-5-(6-methyl-3-pyridinyl)phenyl]-5-methyl-4H-isoxazole-5-carboxylic acid ethyl ester